FC1=C(CN2C=C(C3=CC=CC=C23)C(=O)NC2=C(C(=O)O)C=CC=C2)C=CC=C1 2-[1-(2-fluorobenzyl)-1H-indole-3-carboxamido]Benzoic acid